estranone C[C@@]12C(CC[C@H]1[C@@H]1CCC3CCCC[C@@H]3[C@H]1CC2)=O